BrC1=C2C(=NNC2=CC(=C1C(C)(C)C)Cl)N 4-bromo-5-(tert-butyl)-6-chloro-1H-indazol-3-amine